N-(4-((2-Fluoro-3-((1-hydroxy-2-methylpropan-2-yl)amino)phenyl)amino)-5-(6-azaspiro[2.5]octan-6-yl)quinazolin-7-yl)-2-hydroxyethane-1-sulfonamide FC1=C(C=CC=C1NC(CO)(C)C)NC1=NC=NC2=CC(=CC(=C12)N1CCC2(CC2)CC1)NS(=O)(=O)CCO